CN1N=C(C2=CC(=CC=C12)C1=NC2=C(C=C(C=C2C(N1C)=O)C)C(C)NC1=C(C(=O)OC(C)(C)C)C=CC=C1)C tert-butyl 2-((1-(2-(1,3-dimethyl-1H-indazol-5-yl)-3,6-dimethyl-4-oxo-3,4-dihydroquinazolin-8-yl)ethyl)amino)benzoate